O[C@H]1C[C@@H](C[C@H]2C[C@@H]12)C(=O)OC(C)C |r| (±)-(1R,3R,5S,6R)-isopropyl 5-hydroxybicyclo[4.1.0]heptane-3-carboxylate